N(=C=S)C(C)CCC(C)N=C=S 2,5-diisothiocyanatohexane